5-benzyl-3-((2-methylimidazo[1,2-a]pyridine-3-carboxamido)methyl)-4,5-dihydroisoxazole C(C1=CC=CC=C1)C1CC(=NO1)CNC(=O)C1=C(N=C2N1C=CC=C2)C